N1C(=NC2=C1C=CC=C2)C2(CN(C2)C(=O)C=2C(=C(C=1N(C2)C=CN1)F)NC1=C(C=C(C=C1)Br)F)O 3-(1H-benzimidazol-2-yl)-1-({7-[(4-bromo-2-fluorophenyl)amino]-8-fluoroimidazo[1,2-a]pyridin-6-yl}carbonyl)azetidin-3-ol